NC1=NC=NN2C1=C(C=C2C2CCN(CC2)C(=O)N(C)CC)Br 4-(4-amino-5-bromopyrrolo[2,1-f][1,2,4]triazin-7-yl)-N-ethyl-N-methylpiperidine-1-carboxamide